BrC1=NN(C(=N1)OC1=CC(=CC=C1)Cl)CCC bromo-5-(3-chlorophenoxy)-1-propyl-1H-1,2,4-triazole